(2R,3S,4R,5S)-N-(3-carbamoyl-4-fluoro-phenyl)-3-(3,4-difluoro-2-methoxy-phenyl)-4,5-dimethyl-5-(trifluoromethyl)tetrahydrofuran-2-carboxamide C(N)(=O)C=1C=C(C=CC1F)NC(=O)[C@@H]1O[C@@]([C@@H]([C@H]1C1=C(C(=C(C=C1)F)F)OC)C)(C(F)(F)F)C